ClC=1C=C2C(=C(C(N(C2=CC1)C)=O)C#N)O 6-chloro-4-hydroxy-1-methyl-2-oxo-quinoline-3-carbonitrile